N1CC(C=CC1C(=O)N)C1=CC=NC=C1 1,2,3,6-tetrahydro-[3,4'-bipyridine]-6-carboxamide